2-(4-cyclopropylbenzyl)-6-(piperidin-4-yloxy)pyridine C1(CC1)C1=CC=C(CC2=NC(=CC=C2)OC2CCNCC2)C=C1